COC=1C=C2C=CC(=CC2=CC1)C=1N=NN(C1)C=1C=C2CN(C(C2=CC1)=O)C1C(NC(CC1)=O)=O 3-(5-(4-(6-methoxynaphthalen-2-yl)-1H-1,2,3-triazol-1-yl)-1-oxoisoindolin-2-yl)piperidine-2,6-dione